CN1C(=NC=C1)CCOC=1N=CC2=C(N1)C=CN=C2 2-(2-(1-methyl-1H-imidazol-2-yl)ethoxy)pyrido[4,3-d]pyrimidine